O1C(COCC1)COC1=NC(N2C(C3=CC=C(C=C3CC2)C#CC(C(C)C)OC)=C1)=O 2-([1,4]Dioxan-2-ylmethoxy)-9-(3-methoxy-4-methyl-pent-1-ynyl)-6,7-dihydro-pyrimido[6,1-a]isoquinolin-4-one